ClC(CC)OC(=O)N1C[C@@H](CCC1)C(NC1=NN(C2=CC=C(C=C12)C1=C(C=CC(=C1)C#N)Cl)C(C1=CC=CC=C1)(C1=CC=CC=C1)C1=CC=CC=C1)=O (3R)-3-{[5-(2-chloro-5-cyanophenyl)-1-trityl-1H-indazol-3-yl]carbamoyl}piperidine-1-carboxylic acid 1-chloropropyl ester